2,3-difluoropyridine FC1=NC=CC=C1F